(S)-2-(1-acryloyl-4-(2-((1-aminocyclobutyl)methoxy)-7-(5,6-dimethyl-1H-indazol-4-yl)-5,6,7,8-tetrahydropyrido[3,4-d]pyrimidin-4-yl)piperazin-2-yl)acetonitrile C(C=C)(=O)N1[C@H](CN(CC1)C=1C2=C(N=C(N1)OCC1(CCC1)N)CN(CC2)C2=C1C=NNC1=CC(=C2C)C)CC#N